N-(2-(3,6-diazabicyclo[3.1.1]hept-6-yl)-5-fluoropyrimidin-4-yl)-1H-indazol-5-amine C12CNCC(N1C1=NC=C(C(=N1)NC=1C=C3C=NNC3=CC1)F)C2